(S)-N'-((8-chloro-1,2,3,5,6,7-hexahydro-s-indacen-4-yl)carbamoyl)-2-(2-hydroxypropan-2-yl)thiazole-5-sulfonimidamide ClC=1C=2CCCC2C(=C2CCCC12)NC(=O)N=[S@@](=O)(N)C1=CN=C(S1)C(C)(C)O